C(C)(C)(C)OC(=O)NCCCCCC(=O)NC1C2SCC(=C(N2C1=O)C(=O)OC(C1=CC=CC=C1)C1=CC=CC=C1)CCl Benzhydryl 7-(6-((tert-butoxycarbonyl)amino)hexanamido)-3-(chloromethyl)-8-oxo-5-thia-1-azabicyclo[4.2.0]oct-2-ene-2-carboxylate